8-fluoro-N-methyl-7-(2-(tetrahydro-2H-pyran-2-yl)-2H-1,2,3-triazol-4-yl)-N-(2,2,6,6-tetramethylpiperidin-4-yl)-5H-isochromeno[3,4-d]thiazol-2-amine FC1=CC2=C(C=C1C1=NN(N=C1)C1OCCCC1)COC=1N=C(SC12)N(C1CC(NC(C1)(C)C)(C)C)C